ClC1=C(C=2N=C(N=C(C2C=N1)OCC[Si](C)(C)C)OCC12CCCN2CCC1)F 7-chloro-8-fluoro-2-((tetrahydro-1H-pyrrolizin-7a(5H)-yl)methoxy)-4-(2-(trimethylsilyl)-ethoxy)pyrido[4,3-d]pyrimidine